C(C)C(C(=O)[O-])CC.C(C)C(C(=O)[O-])CC.[Mg+2] magnesium bis(2-ethylbutyrate)